(R)-1-((1-(3-cyclohexyl-2-methylpropanoyl)-4-hydroxypiperidin-4-yl)methyl)-N-isopropyl-N-methyl-6-oxo-4-phenyl-1,6-dihydropyridine-3-carboxamide C1(CCCCC1)C[C@H](C(=O)N1CCC(CC1)(O)CN1C=C(C(=CC1=O)C1=CC=CC=C1)C(=O)N(C)C(C)C)C